((4-methylpiperidin-1-yl)methyl)-4,4'-bipyridine CC1CCN(CC1)CC1=NC=CC(=C1)C1=CC=NC=C1